N,N-diisobutyl-acrylamide (2S,5R)-tert-butyl-5-(tert-butoxycarbonyl(hydroxy)amino)-2-carbamoyl-3-methyl-5,6-dihydropyridine-1(2H)-carboxylate C(C)(C)(C)OC(=O)N1[C@@H](C(=C[C@H](C1)N(O)C(=O)OC(C)(C)C)C)C(N)=O.C(C(C)C)N(C(C=C)=O)CC(C)C